4-pentylnonyl 8-[2-chloroethyl-(6-oxo-6-undecoxy-hexyl)amino]octanoate ClCCN(CCCCCCCC(=O)OCCCC(CCCCC)CCCCC)CCCCCC(OCCCCCCCCCCC)=O